C(C1=CC=CC=C1)OCC(=O)N1C(OC[C@@H]1C(C)C)=O (4S)-3-[2-(benzyloxy)acetyl]-4-(propaan-2-yl)-1,3-oxazolidin-2-one